1-(2-ethyl-5-(trifluoromethyl)phenyl)-3-(2-(1-methyl-1H-imidazo[1,2-b]pyrazole-7-carbonyl)-2-azaspiro[3.3]heptan-6-yl)urea C(C)C1=C(C=C(C=C1)C(F)(F)F)NC(=O)NC1CC2(CN(C2)C(=O)C2=C3N(N=C2)C=CN3C)C1